FC=1C=C2C=C(C=C(C2=C(C1F)C#C[Si](C(C)C)(C(C)C)C(C)C)O)O 6,7-difluoro-8-((triisopropylsilyl)ethynyl)naphthalene-1,3-diol